6-(2,6-dichlorophenyl)-2-[[4-[2-(diethylamino)ethoxy]phenyl]amino]-8-methyl-pyrido[2,3-d]pyrimidine ClC1=C(C(=CC=C1)Cl)C1=CC2=C(N=C(N=C2)NC2=CC=C(C=C2)OCCN(CC)CC)N(C1)C